3-ethylsulfanyl-N-(2,4-difluoro-6-(2-(4-bromopyridin-2-ylmethylene)hydrazine-1-carbonyl)phenyl)-5-(trifluoromethyl)picolinamide C(C)SC=1C(=NC=C(C1)C(F)(F)F)C(=O)NC1=C(C=C(C=C1C(=O)NN=CC1=NC=CC(=C1)Br)F)F